C12C(C3CC(CC(C1)C3)C2)NC(CN2C(C(=CC=C2)NC([C@H](CC\C=C\C(=O)OC)NC(=O)C=2C=C(C(=O)OC)C=C(C2)[N+](=O)[O-])=O)=O)=O (S,E)-methyl 3-(1-(1-(2-(2-adamantylamino)-2-oxoethyl)-2-oxo-1,2-dihydropyridin-3-ylamino)-7-methoxy-1,7-dioxohept-5-en-2-ylcarbamoyl)-5-nitrobenzoate